C1(CC1)C1=NNC(=C1I)C(=O)OCC ethyl 3-cyclopropyl-4-iodo-1H-pyrazole-5-carboxylate